N,N-dimethylthiocarbamoyl tetrasulfide CN(C(=S)SSSSC(N(C)C)=S)C